4-((Prop-2-yn-1-yloxy)methyl)pyridine C(C#C)OCC1=CC=NC=C1